2-((1H-benzo[d][1,2,3]triazol-5-yl)methyl)-6-chloro-3-((4-chloro-1-methyl-1H-pyrazol-5-yl)methyl)isoindolin-1-one N1N=NC2=C1C=CC(=C2)CN2C(C1=CC(=CC=C1C2CC2=C(C=NN2C)Cl)Cl)=O